CN1C=C(C2=CC=CC=C12)C(C(=O)N)=O 2-(1-methylindol-3-yl)-2-oxoacetamide